C(C)C1=CC(=NO1)C(=O)O 5-ethyl-1,2-oxazole-3-carboxylic acid